1-(4-(1-CYANOCYCLOPENTYL)PYRIDIN-2-YL)-N-(1-METHYL-1H-INDAZOL-7-YL)-1H-PYRAZOLE-4-SULFONAMIDE C(#N)C1(CCCC1)C1=CC(=NC=C1)N1N=CC(=C1)S(=O)(=O)NC=1C=CC=C2C=NN(C12)C